4-[6-(4-fluoro-3-{[(2S)-1-(1H-tetrazol-1-yl)propan-2-yl]oxy}phenyl)imidazo[1,2-b]pyridazin-3-yl]-2-methoxypyridine-3-carbonitrile FC1=C(C=C(C=C1)C=1C=CC=2N(N1)C(=CN2)C2=C(C(=NC=C2)OC)C#N)O[C@H](CN2N=NN=C2)C